O1CCC(CC1)=C=C=O 2-(oxan-4-ylidene)ethenone